FC1=C(C[C@H](N)C(=O)O)C=CC(=C1)O 2-fluorotyrosine